ClC1=C(C=CC(=C1)OC1CCNCC1)C=1N(C2=NC=NC(=C2N1)OC1(CC1)C)CC1=NC=CC(=C1)C 8-(2-chloro-4-(piperidin-4-yloxy)phenyl)-6-(1-methylcyclopropoxy)-9-((4-methylpyridin-2-yl)methyl)-9H-purine